5-(1-methyl-1H-benzo[d][1,2,3]triazol-6-yl)-N-(3,3,3-trifluoro-2,2-dimethylpropyl)pyrrolo[2,1-f][1,2,4]triazin-2-amine CN1N=NC2=C1C=C(C=C2)C=2C=CN1N=C(N=CC12)NCC(C(F)(F)F)(C)C